BrC1=CC2=C(C=3N(CCN2C)C=C(N3)N3C(OCC3C(F)F)=O)C=C1 3-(9-bromo-7-methyl-6,7-dihydro-5H-benzo[f]imidazo[1,2-d][1,4]diazepin-2-yl)-4-(difluoromethyl)oxazolidin-2-one